1-(3-methyl-1,2,4-oxadiazol-5-yl)ethan-1-amine CC1=NOC(=N1)C(C)N